2',7-dimethyl-1H,2'H-3,4'-biindazole CN1N=C2C=CC=C(C2=C1)C1=NNC2=C(C=CC=C12)C